O1CC[C@@H](C2=CC=CC=C12)NC(=O)C=1C=C(C=CC1)C(CC(C)C)N1C(NC(CC1=O)(CC)CC)=[NH2+] [1-[1-[3-[[(4S)-chroman-4-yl]carbamoyl]phenyl]-3-methyl-butyl]-4,4-diethyl-6-oxo-hexahydropyrimidin-2-ylidene]ammonium